C(C)(C)N1N=CC(=C1)C=1C=2N(C=C(N1)C=1C=NN(C1)C1CCNCC1)N=CC2 4-(1-isopropyl-1H-pyrazol-4-yl)-6-(1-(piperidin-4-yl)-1H-pyrazol-4-yl)pyrazolo[1,5-a]pyrazine